ClC1N(CCNC1)C1=CC=CC=2OCC(OC21)C 5-(2-chloropiperazin-1-yl)-3-methyl-2,3-dihydro-1,4-benzodioxine